FC=1C=C2C(=C(C=NC2=CC1)[N+](=O)[O-])N[C@H]1CN(CC1)C (R)-6-fluoro-N-(1-methylpyrrolidin-3-yl)-3-nitroquinolin-4-amine